[N+](=O)([O-])C1=CC=C(O1)C(=O)NC1=CC=C(C=C1)C1=CN=C2N1C=CC(=C2)C=2CCNCC2 5-nitro-N-(4-(7-(1,2,3,6-tetrahydropyridin-4-yl)imidazo[1,2-a]pyridin-3-yl)phenyl)furan-2-carboxamide